CC=1C=C(C=CC1)N1C(N(C(C=C1)=O)C1=CC(=CC=C1)C)=O 1,3-bis(3-methylphenyl)pyrimidine-2,4(1H,3H)-dione